7-(4-amino-4-methylpiperidin-1-yl)-3-(4-trifluoromethylbenzyl)-3H-[1,2,3]triazolo[4,5-d]pyrimidin-5-amine NC1(CCN(CC1)C=1C2=C(N=C(N1)N)N(N=N2)CC2=CC=C(C=C2)C(F)(F)F)C